C1(CC1)S(=O)(=O)NC=1SC=CN1 2-(cyclopropanesulfonamido)thiazol